bromine creosol C=1(C(OC)=CC(C)=CC1)O.[Br]